ClC=1C=C(C=CC1Cl)N1C(CN(CC1)C(=O)N1C(C=CC2=CC=CC=C12)=O)CCC (4-(3,4-dichlorophenyl)-3-propylpiperazine-1-carbonyl)quinolin-2(1H)-one